(2-(4-(bromomethyl)phenyl)-5-methyl-1,3,2-dioxaborolan-5-yl)methanol BrCC1=CC=C(C=C1)B1OC(CO1)(C)CO